Glycerol Phosphate P(=O)(O)(O)OCC(O)CO